3-({[(4R)-7-[ethyl-(phenyl)amino]-3,4-dihydro-2H-1-benzopyran-4-yl]methyl}amino)pyridine-4-carboxylic acid methyl ester COC(=O)C1=C(C=NC=C1)NC[C@@H]1CCOC2=C1C=CC(=C2)N(C2=CC=CC=C2)CC